C(C)(=O)N1[C@H](C[C@H](C2=CC(=CC=C12)C1=CC=C(C(=O)NCCOCCOCCOCCOCCOCCNC(CCl)=O)C=C1)NC1=CC=C(C=C1)Cl)C 4-((2s,4r)-1-acetyl-4-((4-chlorophenyl)amino)-2-methyl-1,2,3,4-tetrahydroquinolin-6-yl)-N-(1-chloro-2-oxo-6,9,12,15,18-pentaoxa-3-azaeicosan-20-yl)benzamide